(4-(2-aminoethyl)phenyl)(phenyl)methanone NCCC1=CC=C(C=C1)C(=O)C1=CC=CC=C1